CC[C@@H](CCC)OC1=NN2C(C(=N1)N(CC1=CC=C(C=C1)OC)CC1=CC=C(C=C1)OC)=NC=C2 (S)-2-(hex-3-yloxy)-N,N-bis(4-methoxybenzyl)imidazo[2,1-f][1,2,4]triazin-4-amine